FC(OC1=CC(=NN1)NC1=NC(=CN=C1)O[C@H]1CCNC[C@@H](C1)C)F N-(5-(difluoromethoxy)-1H-pyrazol-3-yl)-6-(((4R,6R)-6-methylazepan-4-yl)oxy)pyrazin-2-amine